6-methyl-5-[4-[5-methyl-3-(4-pyridyl)-1H-pyrazol-4-yl]phenyl]pyridine-2-carbonitrile CC1=C(C=CC(=N1)C#N)C1=CC=C(C=C1)C=1C(=NNC1C)C1=CC=NC=C1